C(C)(C)(C)OC(=O)N1CCC(CC1)=C(C1=CC(=NC=C1)F)C1=CC=C(C=C1)F.C(C1CO1)OC=1C(OC2=CC=CC=C2C1)=O glycidoxycoumarin tert-Butyl-4-((4-fluorophenyl)(2-fluoropyridin-4-yl)methylene)piperidine-1-carboxylate